FC1=C(CN(C=2SC(=C(C2C(=O)O)CN(C)C)C2=CC=C(C=C2)[N+](=O)[O-])C(=O)OCCC)C(=CC=C1)F 2-((2,6-difluorobenzyl)n-propoxycarbonylamino)-4-((dimethylamino)methyl)-5-(4-nitrophenyl)thiophene-3-carboxylic acid